CC1CCC=CC1CCCCCCCC(=O)[O-] 6-methyl-cyclohex-2-en-1-octanoate